N1N=CC=2N1C=CC2 pyrrolo[1,2-c][1,2,3]triazole